tert-butyl (10S)-4-((4-((5-fluoropyridin-3-yl)oxy)-3-methylphenyl)amino)-7,8,10,11-tetrahydro-9H-6,10-methanopyrimido[4',5':5,6]pyrido[3,2-b][1,4,7]oxadiazonine-9-carboxylate FC=1C=C(C=NC1)OC1=C(C=C(C=C1)NC1=NC=NC2=CC=3OC[C@H]4N(CCN(C3N=C21)C4)C(=O)OC(C)(C)C)C